CC=1N=CN(C1)C1=C(C(=O)N)C=CC=C1 4-methyl-1H-imidazol-1-yl-benzamide